tert-Butyl 4-amino-7-chloroisoindoline-2-carboxylate NC1=C2CN(CC2=C(C=C1)Cl)C(=O)OC(C)(C)C